cyclohexyl-p-methoxycinnamate C1(CCCCC1)OC(C=CC1=CC=C(C=C1)OC)=O